CN1[C@](CCC1)(C)COC=1N=C(C2=C(CN(C(O2)=O)C2=CC(=CC3=CC=C(C(=C23)C#C)F)O)N1)N1CC(CCCC1)NC(C=C)=O N-(1-(6-(((S)-1,2-dimethylpyrrolidin-2-yl)methoxy)-3-(8-ethynyl-7-fluoro-3-hydroxynaphthalen-1-yl)-2-oxo-3,4-dihydro-2H-pyrimido[4,5-e][1,3]oxazin-8-yl)azepan-3-yl)acrylamide